Tert-butyl (S)-3-(5-methylfuran-3-yl)isoxazolidine-2-carboxylate CC1=CC(=CO1)[C@H]1N(OCC1)C(=O)OC(C)(C)C